C(C)(=O)O[C@H]1[C@@H](SC=2C=NC(=C(C2)Cl)C#N)O[C@@H]([C@@H]([C@@H]1N1N=NC(=C1)C1=CC(=C(C(=C1)F)F)F)OC(C)=O)COC(C)=O 5-Chloro-6-cyano-pyridin-3-yl 2,4,6-tri-O-acetyl-3-deoxy-3-[4-(3,4,5-trifluorophenyl)-1H-1,2,3-triazol-1-yl]-1-thio-α-D-galactopyranoside